Trans-5-(3-(3-bromo-4,5-dichlorophenyl)-2,2-dichloropropane-1-carboxamido)-2-chloro-N-(3-(2,2-difluoroacetamido)-2,4-difluorophenyl)benzamide BrC=1C=C(C=C(C1Cl)Cl)CC(CC(=O)NC=1C=CC(=C(C(=O)NC2=C(C(=C(C=C2)F)NC(C(F)F)=O)F)C1)Cl)(Cl)Cl